Nitrobenzene-d5 tert-butyl-(3S)-3-[[4-[6-[1-(difluoromethyl)pyrazol-4-yl]-1H-indol-3-yl]-5-(trifluoromethyl)pyrimidin-2-yl]amino]piperidine-1-carboxylate C(C)(C)(C)OC(=O)N1C[C@H](CCC1)NC1=NC=C(C(=N1)C1=CNC2=CC(=CC=C12)C=1C=NN(C1)C(F)F)C(F)(F)F.[N+](=O)([O-])C1=C(C(=C(C(=C1[2H])[2H])[2H])[2H])[2H]